C(#N)C1=CNC2=C(C=CC=C12)NS(=O)(=O)C=1C=NN(C1)C N-(3-cyano-1H-indol-7-yl)-1-methyl-pyrazole-4-sulfonamide